C(C=CCCC)=O (S)-(-)-hexenal